S(N)(OC[C@@H]1[C@H](C[C@@H](C1)NC1=NC=NC=C1C(=O)C=1SC(=C(C1)[C@@H]1OCCC2=CC=C(C=C12)Cl)C)O)(=O)=O [(1R,2S,4R)-4-{[5-({4-[(1R)-7-chloro-3,4-dihydro-1H-isochromen-1-yl]-5-methyl-2-thienyl}carbonyl)pyrimidin-4-yl]amino}-2-hydroxycyclopentyl]methyl sulfamate